(R)-5-{4-chloro-3-{4-[(tetrahydrofuran-3-yl)oxy]benzyl}phenyl}-2-(piperidin-1-yl)pyridine ClC1=C(C=C(C=C1)C=1C=CC(=NC1)N1CCCCC1)CC1=CC=C(C=C1)O[C@H]1COCC1